BrC1=CC2=CN(N=C2C=C1)C1CNCC1 5-bromo-2-(pyrrolidin-3-yl)-2H-indazole